C(#N)C1=CC=C(C=C1)C(C)(C)NC(C)=O N-[2-(4-cyanophenyl)propan-2-yl]acetamide